COC=1C=C2C=C(C(OC2=CC1)C1=CC=CC=C1)[N+](=O)[O-] 6-methoxy-3-nitro-2-phenyl-2H-chromene